CC1=NC(=CC(=C1)C1=CC(=NC(=C1)C)C)C 2,2',6,6'-tetramethyl-4,4'-bipyridine